FC(C1=NC2=C(N1C1CC(C1)O)C=CC=C2)(F)F (1r,3r)-3-(2-(trifluoromethyl)-1H-benzo[d]imidazol-1-yl)cyclobutanol